C1=C(C=CC=2C3=CC=CC=C3CC12)C1(NC(=NC2=CC=C(C=C12)N)C1=CC2=CC=CC=C2C=C1)N 4-(9H-fluoren-2-yl)-2-(naphthalen-2-yl)quinazoline-4,6-diamine